C[C@H]1N(CCOC1)C1=CC(NC(=C1)C1=C(C=C(C=C1)S(=O)(=O)C)C(F)(F)F)=O 4-[(3R)-3-methylmorpholin-4-yl]-6-(4-(methylsulfonyl)-2-(trifluoromethyl)phenyl)-1H-pyridin-2-one